C1C=2N(CCN1C(=O)C1=CC=3N(C=C1)C(=CN3)C3=CC=C(C#N)C=C3)C3=C(N2)C=CC=C3 4-(7-(1,2,3,4-tetrahydrobenzo[4,5]imidazo[1,2-a]pyrazine-2-carbonyl)imidazo[1,2-a]pyridin-3-yl)benzonitrile